amino-acetic acid methyl ester COC(CN)=O